CN1N=C(C=C1CN1C(NC2=C1C=CC=C2)=O)C 3-[(2,5-dimethylpyrazol-3-yl)methyl]benzimidazol-2-one